5-amino-2-(3-((7-(4-(2-(2,6-dioxopiperidin-3-yl)-6-fluoro-1-oxoisoindolin-4-yl)piperidin-1-yl)heptyl)oxy)-4-methoxyphenyl)isoindoline-1,3-dione NC=1C=C2C(N(C(C2=CC1)=O)C1=CC(=C(C=C1)OC)OCCCCCCCN1CCC(CC1)C1=C2CN(C(C2=CC(=C1)F)=O)C1C(NC(CC1)=O)=O)=O